(E)-4-(3-(2-(5-chloro-1H-indole-2-carbonyl)hydrazino)-3-oxoprop-1-en-1-yl)-1-dodecylpyridin ClC=1C=C2C=C(NC2=CC1)C(=O)NNC(/C=C/C1=CCN(C=C1)CCCCCCCCCCCC)=O